Methyl 3-((2,4-dichloro-3-((dimethyl(oxo)-λ6-sulfanylidene)amino)phenyl)thio)propanoate ClC1=C(C=CC(=C1N=S(=O)(C)C)Cl)SCCC(=O)OC